BrC=1C=C(C=CC1)S(=O)(=O)NC1=C(C=CC(=C1)Cl)O 3-Bromo-N-(5-chloro-2-hydroxyphenyl)benzenesulfonamide